3-(4-(5-(4-((3-Benzyl-9-methyl-4H,6H-thieno[2,3-e][1,2,4]triazolo[3,4-c][1,4]oxazepin-2-yl)ethynyl)-1H-pyrazol-1-yl)pent-1-yn-1-yl)-1-oxoisoindolin-2-yl)-1-methylpiperidin-2,6-dion C(C1=CC=CC=C1)C1=C(SC=2N3C(COCC21)=NN=C3C)C#CC=3C=NN(C3)CCCC#CC3=C2CN(C(C2=CC=C3)=O)C3C(N(C(CC3)=O)C)=O